2,4-dibromo-5-methoxy-N-(1-((phenylamino)methyl)cyclobutyl)benzenesulfonamide BrC1=C(C=C(C(=C1)Br)OC)S(=O)(=O)NC1(CCC1)CNC1=CC=CC=C1